1-(3-fluoro-2-hydroxy-4-((4-methoxybenzyl)oxy)phenyl)ethan-1-one FC=1C(=C(C=CC1OCC1=CC=C(C=C1)OC)C(C)=O)O